NN1C=NN=C1 4-amino-4H-1,2,4-Triazole